C(C)C(C(=O)O)C(CC)CC 2,3-diethylvaleric acid